(E)-3-(5-(1-(2-(5-cyclopropyl-3-(3,5-dichloropyridin-4-yl)isoxazol-4-yl)vinyl)-2-oxabicyclo[2.2.2]oct-4-yl)-1,2,4-oxadiazol-3-yl)benzoic acid C1(CC1)C1=C(C(=NO1)C1=C(C=NC=C1Cl)Cl)/C=C/C12OCC(CC1)(CC2)C2=NC(=NO2)C=2C=C(C(=O)O)C=CC2